C(=C)[Si](O)(O[Si](O[Si](O[Si](S[SiH](C=C)C=C)(C=C)C=C)(C=C)C=C)(C=C)C=C)C=C 2,2,4,4,6,6,8,8,10,10-decavinyl-1,3,5,7-tetraoxa-9-thia-2,4,6,8,10-penta-siladecane